3,6-Dichloro-N-[2-(3,5-difluorophenyl)ethyl]pyridazin ClC=1NN(C(=CC1)Cl)CCC1=CC(=CC(=C1)F)F